C1(=CC=CC=C1)[Si](C1=CC(=CC=C1)[Si](C1=CC=CC=C1)(C1=CC=CC=C1)C1=CC=CC=C1)(C1=CC=CC=C1)C1=CC=CC=C1 1,3-bis(triphenylsilyl)benzene